4-(2-(4-(3-isopropyl-2-(1H-pyrazolo[3,4-b]pyridin-4-yl)-1H-indol-5-yl)piperidin-1-yl)-2-oxoethyl)piperazin-2-one C(C)(C)C1=C(NC2=CC=C(C=C12)C1CCN(CC1)C(CN1CC(NCC1)=O)=O)C1=C2C(=NC=C1)NN=C2